tert-butyl 4-[2-ethenyl-7-({8-fluoro-2-methylimidazo[1,2-a]pyridin-6-yl} carbamoyl)indazol-4-yl]piperazine-1-carboxylate C(=C)N1N=C2C(=CC=C(C2=C1)N1CCN(CC1)C(=O)OC(C)(C)C)C(NC=1C=C(C=2N(C1)C=C(N2)C)F)=O